N-isopropyl-1-(4-(4-isopropyl-5-(8-methyl-[1,2,4]triazolo[1,5-a]pyridin-6-yl)-1H-pyrazol-3-yl)phenyl)azetidin-3-amine C(C)(C)NC1CN(C1)C1=CC=C(C=C1)C1=NNC(=C1C(C)C)C=1C=C(C=2N(C1)N=CN2)C